8-methyl-N-(4-methylbenzyl)-4,5-dihydro-2H-furo[2,3-g]indazole-7-carboxamide CC1=C(OC=2CCC3=CNN=C3C21)C(=O)NCC2=CC=C(C=C2)C